CC(CN)(C)C N-(2,2-dimethylpropyl)amine